COC(C(C)(C)N1N=C(C(=C1C(=O)N1CCOCC1)F)S(N(CC1=CC=C(C=C1)OC)CC1=CC=C(C=C1)OC)(=O)=O)=O 2-(3-(N,N-bis(4-methoxybenzyl)sulfamoyl)-4-fluoro-5-(morpholine-4-carbonyl)-1H-pyrazol-1-yl)-2-methylpropionic acid methyl ester